dimethylstearyl-[3-trimethoxysilylpropyl]ammonium chloride [Cl-].C[N+](CCC[Si](OC)(OC)OC)(CCCCCCCCCCCCCCCCCC)C